Allyl 4-((cis)-6,6-difluoro-2-methylhexahydropyrrolo[3,2-c]pyrazol-1(2H)-yl)-2,2-dimethylbutanoate FC1(CN[C@@H]2[C@H]1N(N(C2)C)CCC(C(=O)OCC=C)(C)C)F